COC1=NC=C(C=C1)C=1C=CC=2N=CN=C(C2N1)N1CCNCC1 2-methoxy-5-(4-(piperazin-1-yl)pyrido[3,2-d]pyrimidin-6-yl)pyridine